tert-butyl 3-[3-(2,6-dibenzyloxy-3-pyridyl)-1-methyl-indazol-6-yl]azetidine-1-carboxylate C(C1=CC=CC=C1)OC1=NC(=CC=C1C1=NN(C2=CC(=CC=C12)C1CN(C1)C(=O)OC(C)(C)C)C)OCC1=CC=CC=C1